C(#N)C=1C=NN2C1C=C(C=C2)NC(=O)OC(C)(C)C tert-butyl 3-cyanopyrazolo[1,5-a]pyridine-5-carbamate